COC(=O)C1=NC(=CC=C1N)Br 3-amino-6-bromopyridine-2-carboxylic acid methyl ester